CN1C=2C=CC=CC2C(C2=CC=CC=C12)=O 10-Methylacridin-9(10H)-one